OC=1C=C(C2=CC=CC=C2C1)C=O 3-hydroxy-1-naphthaleneformaldehyde